ClC(=C(/C(=C/Cl)/Cl)Cl)Cl Z-1,1,2,3,4-pentachloro-1,3-butadiene